I.NCCCCC(=O)O 5-Aminovaleric Acid Hydroiodide